ClC1=C(C(=CC=C1)O)C1CC(=NO1)C=1N=C(SC1)C1CCN(CC1)C(COC1=NC=C(C=N1)C(F)(F)F)=O 1-(4-(4-(5-(2-chloro-6-hydroxyphenyl)-4,5-dihydroisoxazol-3-yl)thiazol-2-yl)piperidin-1-yl)-2-((5-(trifluoromethyl)pyrimidin-2-yl)oxy)ethan-1-one